1,3-propylene terephthalate C1(C2=CC=C(C(=O)OCCCO1)C=C2)=O